methyl (R)-3-(1-(2,4-dichlorobenzoyl)pyrrolidin-3-yl)-2-oxo-2,3-dihydro-1H-benzo[d]imidazole-5-carboxylate ClC1=C(C(=O)N2C[C@@H](CC2)N2C(NC3=C2C=C(C=C3)C(=O)OC)=O)C=CC(=C1)Cl